(S)-6-((cyclobutyl-(phenyl)methyl)amino)-3-isopropylpyrimidine C1(CCC1)[C@@H](C1=CC=CC=C1)NC=1C=CN(CN1)C(C)C